3-amino-3-{[1-(cyclopropanecarbonyloxy)butan-2-yl]carbamoyl}propanoic acid NC(CC(=O)O)C(NC(COC(=O)C1CC1)CC)=O